CC(CCCC(=C)O)CC(C)C 6,8-dimethylnonen-2-ol